N-[2-Methoxy-6-(2-methoxy-4,6-dimethyl-pyrimidin-5-yl)-3-pyridyl]-5-methyl-3-phenyl-isoxazole-4-carboxamide COC1=NC(=CC=C1NC(=O)C=1C(=NOC1C)C1=CC=CC=C1)C=1C(=NC(=NC1C)OC)C